isothiazol-5-yl(4-(5-phenyl-4,5-dihydro-1H-pyrazole-1-carbonyl)piperidin-1-yl)methanone S1N=CC=C1C(=O)N1CCC(CC1)C(=O)N1N=CCC1C1=CC=CC=C1